4-(4-cyano-2-methylphenoxy)-N-(3-methylsulfinylphenyl)-6-(trifluoromethyl)pyridazine-3-carboxamide tert-butyl-(3-carbamothioylbicyclo[1.1.1]pentan-1-yl)carbamate C(C)(C)(C)N(C(O)=O)C12CC(C1)(C2)C(N)=S.C(#N)C2=CC(=C(OC1=C(N=NC(=C1)C(F)(F)F)C(=O)NC1=CC(=CC=C1)S(=O)C)C=C2)C